FC=1C=C(C=C(C1)F)C1=CC=CC(=N1)C[C@@H]1N(CC([C@@H]1NS(=O)(=O)CC)(F)F)C(=O)C1(CCC1)O |r| rac-N-[(2S,3R)-2-{[6-(3,5-difluorophenyl)-pyridin-2-yl]methyl}-4,4-difluoro-1-(1-hydroxycyclobutane-1-carbonyl)pyrrolidin-3-yl]ethanesulfonamide